COC1=CC=C(C=C1)C=CC(=O)O 3-(4-methoxyphenyl)-2-propenoic acid